5-chloro-N-(2-chloro-6-cyanophenyl)-2-((3-fluoro-4-(4-morpholinopiperidin-1-yl)phenyl)amino)pyrimidine-4-carboxamide (((ethylthio)carbonyl)oxy)ethylcyclohexanecarboxylate C(C)SC(=O)OCCOC(=O)C1CCCCC1.ClC=1C(=NC(=NC1)NC1=CC(=C(C=C1)N1CCC(CC1)N1CCOCC1)F)C(=O)NC1=C(C=CC=C1C#N)Cl